(4-(4-(benzo[d]thiazol-5-ylamino)-5-fluoroquinolin-6-yl)-3-fluorophenyl)(4-methylpiperazin-1-yl)methanone S1C=NC2=C1C=CC(=C2)NC2=CC=NC1=CC=C(C(=C21)F)C2=C(C=C(C=C2)C(=O)N2CCN(CC2)C)F